fluoro-3-pyridinecarboximidamide hydrochloride Cl.FC1=NC=CC=C1C(N)=N